tert-butyl 6-(2-aminoethoxy)-1,2,3,4-tetrahydro-2-isoquinolinecarboxylate NCCOC=1C=C2CCN(CC2=CC1)C(=O)OC(C)(C)C